FC1=C(COC2=CC=CC(=N2)C2CCN(CC2)CC2=NC3=C(N2C)C=C(C=C3)C(=O)O)C(=CC=C1)F 2-[(4-{6-[(2,6-difluorobenzyl)oxy]pyridin-2-yl}piperidin-1-yl)methyl]-1-methyl-1H-benzimidazole-6-carboxylic acid